Ethyl 2-(3-fluoro-4-methylsulfonyl-anilino)-4-[3-(hydroxymethyl)-3,4-dihydro-1H-isoquinolin-2-yl]pyrimidine-5-carboxylate FC=1C=C(NC2=NC=C(C(=N2)N2CC3=CC=CC=C3CC2CO)C(=O)OCC)C=CC1S(=O)(=O)C